[Cr].[Ag].C(C([2H])([2H])[2H])(C([2H])([2H])[2H])(C([2H])([2H])[2H])O[2H] Tertiary butanol-d10 silver-chromium